methyl 2-(3-formylindol-1-yl)propanoate C(=O)C1=CN(C2=CC=CC=C12)C(C(=O)OC)C